C(C)(=O)OC1=CC=C(C=C1)O p-hydroxylphenyl acetate